3,4,5-Tris[(E)-2-(3,4-dihydroxyphenyl)ethenylcarbonyloxy]-1-hydroxycyclohexanecarboxylic acid OC=1C=C(C=CC1O)/C=C/C(=O)OC1CC(CC(C1OC(=O)\C=C\C1=CC(=C(C=C1)O)O)OC(=O)\C=C\C1=CC(=C(C=C1)O)O)(C(=O)O)O